BrC1=CC=CC2=C(C=CC=C12)C 1-bromo-5-methyl-naphthalene